FC1=C(C=CC(=C1)I)C=1N(C(=CN1)C(F)(F)F)C 2-(2-fluoro-4-iodophenyl)-1-methyl-5-(trifluoromethyl)-1H-imidazole